NC=1C=C(C(=NC1)OC1=CC=NC2=CC(=C(C=C12)C(=O)NC)OCCO[Si](C)(C)C(C)(C)C)Cl 4-((5-Amino-3-chloropyridin-2-yl)oxy)-7-(2-((tert-butyldimethylsilyl)oxy)ethoxy)-N-methylquinoline-6-carboxamide